(9-(3-cyanophenyl)-9H-carbazol-3-yl)boronic acid C(#N)C=1C=C(C=CC1)N1C2=CC=CC=C2C=2C=C(C=CC12)B(O)O